2-Azetidin-1-yl-N-[1-(8-cyano-quinoxalin-5-yl)-5,5-difluoro-piperidin-3-yl]-propionamide N1(CCC1)C(C(=O)NC1CN(CC(C1)(F)F)C1=C2N=CC=NC2=C(C=C1)C#N)C